tert-Butyl (5-(3,4-difluoro-phenoxy)-2,3-dihydrobenzo-furan-7-yl)carbamate FC=1C=C(OC=2C=C(C3=C(CCO3)C2)NC(OC(C)(C)C)=O)C=CC1F